N(=[N+]=[N-])[C@@H]1C[C@H](CCC1=C=O)C(=O)N(C)C (1s,3r)-3-azido-4-carbonyl-N,N-dimethylcyclohexylcarboxamide